C(#N)C=1C=C(C(=O)N[C@H](CNC(=O)[C@@H]2OC(OCC2(C)C)(C)C)C)C=CC1 (R)-2,2,5,5-Tetramethyl-[1,3]dioxane-4-carboxylic acid [(S)-2-(3-cyano-benzoylamino)-propyl]amide